N-(4-((7-methoxy-1-methyl-2-((1-(3-morpholinopropyl)-2-oxo-5-(trifluoromethyl)-1,2-dihydropyridin-3-yl)amino)-1H-imidazo[4,5-b]pyridin-6-yl)oxy)pyridin-2-yl)acetamide COC1=C2C(=NC=C1OC1=CC(=NC=C1)NC(C)=O)N=C(N2C)NC=2C(N(C=C(C2)C(F)(F)F)CCCN2CCOCC2)=O